4-(1H-pyrrolo[2,3-c]pyridin-3-yl)-N-(3-(trifluoromethyl)phenyl)pyrimidin-2-amine N1C=C(C=2C1=CN=CC2)C2=NC(=NC=C2)NC2=CC(=CC=C2)C(F)(F)F